methyl 2-((7-((tert-butoxycarbonyl)amino)heptan-3-yl)amino)-3-nitrobenzoate C(C)(C)(C)OC(=O)NCCCCC(CC)NC1=C(C(=O)OC)C=CC=C1[N+](=O)[O-]